[Si](C)(C)(C(C)(C)C)OC(CN1C(N(CC1=O)C)=O)C 3-(2-((tert-Butyldimethylsilyl)oxy)propyl)-1-methylimidazoline-2,4-dione